C1(CC1)C1=C(C(=NO1)C1=C(C=CC=C1)OC(F)(F)F)COC1C(CN(CC1)C1=CC=C(C=N1)C1=NOC(N1)=O)(F)F 3-(6-(4-((5-cyclopropyl-3-(2-(trifluoromethoxy)phenyl)isoxazol-4-yl)methoxy)-3,3-difluoropiperidin-1-yl)pyridin-3-yl)-1,2,4-oxadiazol-5(4H)-one